(S,S) and (R,S)-Isopropyl (((2-acetamidoethyl)thio)(phenoxy)phosphoryl)-L-alaninate C(C)(=O)NCCS[P@@](=O)(OC1=CC=CC=C1)N[C@@H](C)C(=O)OC(C)C |&1:17|